tetraoxoruthenium (VII) O=[Ru-](=O)(=O)=O